ClC1=C(C=CC=C1)C(C(=O)OC)N1C/C(/C(CC1)N=O)=C\C(=O)O (E)-2-(1-(1-(2-chlorophenyl)-2-methoxy-2-oxoethyl)-4-(nitroso)piperidin-3-ylidene)acetic acid